phenyl (propenyl) ether C(=CC)OC1=CC=CC=C1